4-{(S)-2-[(S)-2-(Methoxycarbonyl)-3-phenylpropanamido]-2-(4-propylthiazol-2-yl)ethyl}phenylsulfamic acid COC(=O)[C@H](C(=O)N[C@@H](CC1=CC=C(C=C1)NS(O)(=O)=O)C=1SC=C(N1)CCC)CC1=CC=CC=C1